(S)-1-(Aminomethyl)-N-(1-hydroxy-3-(1H-imidazol-4-yl)propan-2-yl)cyclobutancarboxamid NCC1(CCC1)C(=O)N[C@H](CO)CC=1N=CNC1